BrC=1C=CC(=C(C=O)C1)OCC1=CC(=CC(=C1)F)F 5-bromo-2-((3,5-difluorobenzyl)oxy)benzaldehyde